(2E)-6-(3-chloro-4-hydroxyphenyl)-2-(hydroxyimino)-1,2,3,4-tetrahydro-naphthalen-1-one ClC=1C=C(C=CC1O)C=1C=C2CC\C(\C(C2=CC1)=O)=N/O